OC(CC(=O)O)CCCCC(CCCCCCCCCCCC)O 3,8-dihydroxyeicosanoic acid